COC1=CC=CC(=N1)NC(=O)C=1C=2C[C@@H]3[C@H](C2N(N1)C1=C(C=C(C=C1)F)F)C3 (1aR,5aR)-2-(2,4-Difluoro-phenyl)-1a,2,5,5a-tetrahydro-1H-2,3-diaza-cyclopropa[a]pentalene-4-carboxylic acid (6-methoxy-pyridin-2-yl)-amide